1-(2,3-diaminopropyl)-3-vinylimidazole bromide [Br-].NC(CN1CN(C=C1)C=C)CN